3-acetyl-5-methyl-7-hydroxy-8-(N-methylpiperazinyl)methylcoumarin C(C)(=O)C=1C(OC2=C(C(=CC(=C2C1)C)O)CC1N(CCNC1)C)=O